1-((R)-1-(1-(2-(bis(2-((3R,5R,7R)-adamantan-1-yl)ethyl)amino)ethyl)piperidin-4-yl)ethyl)-N-((4-methoxy-6-methyl-2-oxo-1,2-dihydro-pyridin-3-yl)methyl)-2-methyl-1H-indole-3-carboxamide C12(CC3CC(CC(C1)C3)C2)CCN(CCN2CCC(CC2)[C@@H](C)N2C(=C(C3=CC=CC=C23)C(=O)NCC=2C(NC(=CC2OC)C)=O)C)CCC23CC1CC(CC(C2)C1)C3